COC=1C=C2C(=CC=NC2=CC1)N1CCC(CC1)C(CNS(=O)(=O)N)C N-(2-(1-(6-methoxyquinolin-4-yl)piperidin-4-yl)propyl)sulfamide